FC1CN(CCC1NC1=CC=CC2=C1SC(=C2CC(F)(F)F)C#CCNC2=CC=C(C=C2)S(N)(=O)=O)C(=O)OC(C)(C)C tert-butyl 3-fluoro-4-((2-(3-((4-sulfamoylphenyl)amino)prop-1-yn-1-yl)-3-(2,2,2-trifluoroethyl)benzo[b]thiophen-7-yl)amino)piperidine-1-carboxylate